COC(=O)C=1N(C2=C(C=C(C=C2C(C1)=C=O)F)C(C)=O)C 8-acetyl-6-fluoro-1-methyl-4-carbonyl-1,4-dihydroquinoline-2-carboxylic acid methyl ester